7-deaza-8-aza-7-bromo-guanine BrC1N=NC=2N=C(NC(C12)=O)N